5-(3,4-difluorophenoxy)-1-(4-(4-fluorobenzyl)piperazin-1-yl)-2,2-dimethylpentan-1-one FC=1C=C(OCCCC(C(=O)N2CCN(CC2)CC2=CC=C(C=C2)F)(C)C)C=CC1F